2,3-DIHYDRO-1,4-BENZODIOXINE-5-CARBALDEHYDE O1CCOC2=C1C=CC=C2C=O